FC1=C(C=CC(=C1)F)C=1C2=C(N=CN1)N=C(C(=C2)C(=O)O)C 4-(2,4-difluorophenyl)-7-methylpyrido-[2,3-d]pyrimidine-6-carboxylic acid